ClC=1C=C(NC=2C3=C(N=CN2)C=CC(=N3)N3CC2(CCN2C(C=C)=O)C3)C=CC1F 1-[6-[4-(3-chloro-4-fluoro-anilino)pyrido[3,2-d]pyrimidin-6-yl]-1,6-diazaspiro[3.3]heptan-1-yl]prop-2-en-1-one